NC1=C2C(=NC=N1)N(N=C2C2=CC=C(C=C2)OC2=CC=CC=C2)C2CCN(CC2)CC2=C(C=NC(=C2)F)C2C(NC(CC2)=O)=O 3-(4-((4-(4-amino-3-(4-phenoxyphenyl)-1H-pyrazolo[3,4-d]pyrimidin-1-yl)piperidin-1-yl)methyl)-6-fluoropyridin-3-yl)piperidine-2,6-dione